β-aminoalanine NC[C@H](N)C(=O)O